Cl.Cl.ClC1=CC2=C(N(C=N2)C/C=C/[C@H]2NCCC[C@@H]2O)C=C1Cl (2R,3S)-2-((E)-3-(5,6-dichloro-1H-benzo[d]imidazol-yl)prop-1-en-1-yl)piperidin-3-ol dihydrochloride